[Na+].C(C)C(C(=O)[O-])(C(=O)C(=O)O)CC Diethyloxaloacetate Sodium Salt